FC=1C=C(C=CC1)[C@H]1N(CC[C@H](C1)N(C(C(F)(F)F)=O)C)C(=O)OC(C)(C)C tert-butyl (2S,4R)-2-(3-fluorophenyl)-4-(2,2,2-trifluoro-N-methylacetamido)piperidine-1-carboxylate